2,6-dimethoxystyrene COC1=C(C=C)C(=CC=C1)OC